7-Phenyl-5,6,7,8-tetrahydro-1,8-naphthyridine-3-carboxylic acid C1(=CC=CC=C1)C1CCC=2C=C(C=NC2N1)C(=O)O